C(CCCCCCCCCCCCCCC(C)C)(=O)[O-].C(CCCCCCCCCCCCCCC(C)C)(=O)[O-].C(CCCCCCCCCCCCCCC(C)C)(=O)[O-].C(C)(C)O[Ti+3] isopropoxytitanium triisostearate